3-methyl-2,3-propanediol CC(C(C)O)O